N1C(C=CC2=CN=CC=C12)=O [1,6]Naphthyridin-2(1H)-one